4-[[(2S,3R,4S,5S)-3-(3,4-Difluoro-2-methoxy-phenyl)-4,5-dimethyl-5-(trifluoromethyl)tetrahydrofuran-2-carbonyl]amino]-6-fluoro-pyridin-2-carboxamid FC=1C(=C(C=CC1F)[C@@H]1[C@H](O[C@@]([C@H]1C)(C(F)(F)F)C)C(=O)NC1=CC(=NC(=C1)F)C(=O)N)OC